O1C2=C(C=C1)C=CC=C2C(=O)N benzo[b]furan-7-carboxamide